6-(2-tolyl)-1,4-benzoxazinoimidazolone C1(=C(C=CC=C1)C1=CC2=C(N=C3C(=NC(N3)=O)O2)C=C1)C